2-(2-Chlorophenyl)-N-(4-{4-[(2,2-difluoroethyl)amino]-1H-pyrazol-1-yl}-3-sulfamoylphenyl)acetamide ClC1=C(C=CC=C1)CC(=O)NC1=CC(=C(C=C1)N1N=CC(=C1)NCC(F)F)S(N)(=O)=O